4-[(2-hydroxytetradecyl)oxy]phenyl-iodonium tert-butyl-(2-(8-(4-methoxyphenyl)imidazo[1,5-a]pyridin-3-yl)propan-2-yl)carbamate C(C)(C)(C)N(C([O-])=O)C(C)(C)C1=NC=C2N1C=CC=C2C2=CC=C(C=C2)OC.OC(COC2=CC=C(C=C2)[IH+])CCCCCCCCCCCC